[C@@H]1([C@H](O)[C@H](O)[C@@H](CO)O1)N1C(=O)N=C(N)C=C1 trans-cytidine